N-(3,5-dimethoxyphenyl)-1-methyl-4-oxochromeno[3,4-d]imidazole-8-sulfonamide COC=1C=C(C=C(C1)OC)NS(=O)(=O)C1=CC2=C(C=C1)OC(C=1N=CN(C12)C)=O